N1CC(C1)C1=NC=C(N=C1)C1=C(C=C(C=C1)S(=O)(=O)C)Cl 2-(azetidin-3-yl)-5-(2-chloro-4-methylsulfonyl-phenyl)pyrazine